ClC=1C=C(CNC(C(C)(C)C=2N=CC(N(C2)C(C)(F)F)=O)=O)C=C(C1C1C(NC(CC1)=O)=O)Cl N-(3,5-dichloro-4-(2,6-dioxopiperidin-3-yl)benzyl)-2-(4-(1,1-difluoroethyl)-5-oxo-4,5-dihydropyrazin-2-yl)-2-methylpropanamide